n-methyl-5-[2-[2-(trifluoromethoxy)acetyl]-2,7-diazaspiro[3.5]non-7-yl]-7-(trifluoromethyl)thieno[3,2-b]pyridine-3-carboxamide CNC(=O)C1=CSC=2C1=NC(=CC2C(F)(F)F)N2CCC1(CN(C1)C(COC(F)(F)F)=O)CC2